Cl.FC1=C(C=CC(=C1)F)C(C)(C)N 2-(2,4-difluorophenyl)propan-2-amine hydrochloride